ClC=1C=CC2=C(N(CC(O2)C(=O)NC23CC(C2)(C3)NC(COC3=CC(=C(C=C3)Cl)F)=O)C(COCCOC)=O)C1 6-chloro-N-{3-[2-(4-chloro-3-fluorophenoxy)acetamido]bicyclo[1.1.1]pentan-1-yl}-4-[(2-methoxyethoxy)acetyl]-3,4-dihydro-2H-1,4-benzoxazine-2-carboxamide